CN1C(N=C(C1=O)NCCCN(CCCCCCCC(=O)OC(CCCCCCCC)CCCCCCCC)CCCCCCCC(OC(CC)CCCCCCCC)=O)=O heptadecan-9-yl 8-((3-((1-methyl-2,5-dioxo-2,5-dihydro-1H-imidazol-4-yl)amino)propyl)(8-oxo-8-(undecan-3-yloxy)octyl)amino)octanoate